ClC1=CC=C(C(=N1)OC(C)C)[N+](=O)[O-] 6-chloro-2-isopropoxy-3-nitropyridine